CN(CCOC1=CC(=C(C=C1)N1C(=NC(=C1)C1=NC(=NC=C1C(F)(F)F)NC1CCN(CC1)S(=O)(=O)C)C)F)C 4-(1-(4-(2-(dimethylamino)ethoxy)-2-fluorophenyl)-2-methyl-1H-imidazol-4-yl)-N-(1-(methylsulfonyl)piperidin-4-yl)-5-(trifluoromethyl)pyrimidin-2-amine